N1C=CC2=NC=C(C=C21)C=2C=C(C=CC2)C2=NN=C1N2C2=CC(=CC=C2C(=N1)NC)Cl (3-(1H-pyrrolo[3,2-b]pyridin-6-yl)phenyl)-8-chloro-N-methyl-[1,2,4]triazolo[4,3-a]quinazolin-5-amine